[(2R,3R,4R,5R)-3,4-diacetoxy-5-(2-chloro-6-spiro[cyclopentane-1,3'-indoline]-1'-yl-purin-9-yl)tetrahydrofuran-2-yl]methyl acetate C(C)(=O)OC[C@H]1O[C@H]([C@@H]([C@@H]1OC(C)=O)OC(C)=O)N1C2=NC(=NC(=C2N=C1)N1CC2(C3=CC=CC=C13)CCCC2)Cl